N1N=CC=C1B1OC(C)(C)C(C)(C)O1 1H-pyrazol-5-boronic acid pinacol ester